CC=1C=NOC1[C@]1(NC(NC1=O)=O)CNC(OC(C)(C)C)=O |r| rac-tert-butyl {[4-(4-methyl-1,2-oxazol-5-yl)-2,5-dioxoimidazolidin-4-yl]methyl}carbamate